tert-Butyl 8-(5-bromo-2-(pyridin-4-yl)pyrido[3,4-d]pyrimidin-4-yl)-2,8-diazaspiro[4.5]decane-2-carboxylate BrC1=CN=CC=2N=C(N=C(C21)N2CCC1(CCN(C1)C(=O)OC(C)(C)C)CC2)C2=CC=NC=C2